NC=1C(=C(C=C(C1)F)O)F 3-amino-2,5-difluorophenol